NC1=C(C=C2C(CC(OC2=C1[N+](=O)[O-])C1CCN(CC1)C(=O)OC(C)(C)C)=O)Cl tert-butyl 4-(7-amino-6-chloro-8-nitro-4-oxochroman-2-yl)piperidine-1-carboxylate